ClC=1C=C(NC2(CCC3(C(=CC4=CC=CC=C34)CCOC3=C(C=NC=C3)C)CC2)C(=O)O)C=CC1 (1r,4r)-4-(3-chloroanilino)-2'-{2-[(3-methylpyridin-4-yl)oxy]ethyl}spiro[cyclohexane-1,1'-indene]-4-carboxylic acid